((2S,3R,6R)-2,6-Dimethyl-3-(((5-(trifluoromethyl)pyridin-2-yl)amino)methyl-d2)morpholino)(4-(5-fluoropyridin-2-yl)-1,5-dimethyl-1H-pyrazol-3-yl)methanone C[C@@H]1O[C@@H](CN([C@@H]1C([2H])([2H])NC1=NC=C(C=C1)C(F)(F)F)C(=O)C1=NN(C(=C1C1=NC=C(C=C1)F)C)C)C